BrC1=C(C(=O)OC)C(=CC=C1)NC(C)C=1C=C(C=C2C(C(=C(OC12)N1CCC(CC1)(C)C)C)=O)C methyl 2-bromo-6-[1-[2-(4,4-dimethyl-1-piperidyl)-3,6-dimethyl-4-oxo-chromen-8-yl]ethylamino]benzoate